6-chloro-4-((6-(3-methoxyazetidin-1-yl)-[1,2,4]triazolo[1,5-a]pyridin-2-yl)amino)-N-methylpyridazine-3-carboxamide ClC1=CC(=C(N=N1)C(=O)NC)NC1=NN2C(C=CC(=C2)N2CC(C2)OC)=N1